C1(CC1)OC1=CC=C(C=C1)B1OC(C(O1)(C)C)(C)C 2-(4-cyclopropyloxyphenyl)-4,4,5,5-tetramethyl-1,3,2-dioxaborolane